COC1=NN(C=C1NC1=NC(=NC=C1)C1=CC=C(C=C1)N1C(NCC1)=O)C 1-(4-(4-((3-methoxy-1-methyl-1H-pyrazol-4-yl)amino)pyrimidin-2-yl)phenyl)imidazolidin-2-one